7-((4-(2,6-Dimethylmorpholino)phenyl)amino)-4-(2-hydroxyethyl)-2H-benzo[b][1,4]oxazin-3(4H)-one CC1OC(CN(C1)C1=CC=C(C=C1)NC=1C=CC2=C(OCC(N2CCO)=O)C1)C